6-[2-(4-aminophenoxy)ethoxy]-Naphthalene NC1=CC=C(OCCOC=2C=C3C=CC=CC3=CC2)C=C1